CC(CCC)(CCC)CC 4-methyl-4-ethylheptane